Cl.C1(CC1)N1N=C(C(=C1)OC1=CC=NC2=CC(=CC=C12)N1CC=2N(CC1)C(=NN2)C(F)(F)F)C2CCOCC2 4-((1-Cyclopropyl-3-(tetrahydro-2H-pyran-4-yl)-1H-pyrazol-4-yl)oxy)-7-(3-(trifluoromethyl)-5,6-dihydro-[1,2,4]triazolo[4,3-a]pyrazin-7(8H)-yl)quinoline hydrochloride